3-methyl-N-(6-methylpyridin-3-yl)-4-nitrobenzamide CC=1C=C(C(=O)NC=2C=NC(=CC2)C)C=CC1[N+](=O)[O-]